2-((4-((2-((4-Chloro-2-isocyanophenoxy)methyl)pyridin-4-yl)oxy)piperidin-1-yl)methyl)-1-(oxazol-2-ylmethyl)-1H-benzo[d]imidazol-6-carboxylic acid ClC1=CC(=C(OCC2=NC=CC(=C2)OC2CCN(CC2)CC2=NC3=C(N2CC=2OC=CN2)C=C(C=C3)C(=O)O)C=C1)[N+]#[C-]